CS(=O)(=O)C1=CC=C(C=C1)C1=NN2C(=NC=3C=CC=CC3C2=N1)N[C@H](CCC)C(=O)NC N2-{2-[4-(methanesulfonyl)phenyl][1,2,4]triazolo[1,5-c]quinazolin-5-yl}-N-methyl-D-norvalinamide